5'-methyl-1H,1'H-[3,4'-bipyrazole]-4-carboxylate CC1=C(C=NN1)C1=NNC=C1C(=O)[O-]